(2R,3R,4S,5R,6S)-2-(Acetoxymethyl)-6-(((2R,3R,4S,5R,6S)-4,6-diacetoxy-2-(acetoxymethyl)-5-fluorotetrahydro-2H-pyran-3-yl)oxy)tetrahydro-2H-pyran-3,4,5-triyl triacetate C(C)(=O)O[C@@H]1[C@H](O[C@H]([C@@H]([C@H]1OC(C)=O)OC(C)=O)O[C@@H]1[C@H](O[C@H]([C@@H]([C@H]1OC(C)=O)F)OC(C)=O)COC(C)=O)COC(C)=O